ethylcyclohexane-1,3-diamine C(C)C1(CC(CCC1)N)N